COCNCC(O)C1=CC(O)=C(O)C=C1 anti-methoxyadrenaline